OCON O-(hydroxymethyl)hydroxylamine